4-((2-(1H-pyrrolo[2,3-b]pyridin-3-yl)pyrimidin-4-yl)amino)tetrahydro-2H-thiopyran-4-carbonitrile 1,1-dioxide N1C=C(C=2C1=NC=CC2)C2=NC=CC(=N2)NC2(CCS(CC2)(=O)=O)C#N